3,4-dibromobenzyl azide BrC=1C=C(CN=[N+]=[N-])C=CC1Br